[Cl-].P(=O)(O)(O)CO[C@@H](CN1C2=NC(=NC(=C2N=C1)N)CCCCCCCCCCCCCCCCCCCCCC[N+](C)(C)C)C R-9-(2-phosphomethoxypropyl)adenineBehenyl-trimethyl-ammonium chloride